Benzyl (S)-4-((S)-3-(benzyloxy)-2-(6-methylheptanamido)propanamido)-2,2,6-trimethyl-3-oxohept-6-enoate C(C1=CC=CC=C1)OC[C@@H](C(=O)N[C@H](C(C(C(=O)OCC1=CC=CC=C1)(C)C)=O)CC(=C)C)NC(CCCCC(C)C)=O